ClC1=C(C(=CC=C1)Cl)N1N2C(C3=C(C1=O)C=NC(=N3)NC3=CC(=C(C=C3)N3CCN(CC3)C)Cl)=NC(=C2)C 6-(2,6-dichlorophenyl)-2-((3-chloro-4-(4-methylpiperazin-1-yl)phenyl)amino)-9-methylimidazo[1,2-b]pyrimido[4,5-d]pyridazin-5(6H)-one